(Z)-3-(3-(3,5-bis(trifluoromethyl)phenyl)-1H-1,2,4-triazol-1-yl)-1-(3-hydroxy-3-methylazetidin-1-yl)prop-2-en-1-one FC(C=1C=C(C=C(C1)C(F)(F)F)C1=NN(C=N1)\C=C/C(=O)N1CC(C1)(C)O)(F)F